perfluorophenyl 3-(2-(2-(3-(2,5-dioxo-2,5-dihydro-1H-pyrrol-1-yl)propanamido)ethoxy)ethoxy)propanoate O=C1N(C(C=C1)=O)CCC(=O)NCCOCCOCCC(=O)OC1=C(C(=C(C(=C1F)F)F)F)F